(3R,5R,8R,9R,10S,13S,14S,17S)-17-(2-(4-cyano-1H-pyrazol-1-yl)acetyl)-3,13-dimethylhexadecahydro-1H-cyclopenta[a]phenanthren-3-yl ((5-methyl-2-oxo-1,3-dioxol-4-yl)methyl) carbonate C(O[C@@]1(CC[C@@H]2[C@H]3CC[C@@]4([C@H](CC[C@H]4[C@@H]3CC[C@@H]2C1)C(CN1N=CC(=C1)C#N)=O)C)C)(OCC=1OC(OC1C)=O)=O